cyclononane-8-one C1CCCCCCC(C1)=O